3-(sec-butylamino)-N-(3-(5-fluorobenzo[d]thiazol-2-yl)-4,5,6,7-tetrahydrothieno[2,3-c]pyridin-2-yl)propanamide C(C)(CC)NCCC(=O)NC1=C(C2=C(CNCC2)S1)C=1SC2=C(N1)C=C(C=C2)F